5-(piperidin-4-yl)-N-(4-(pyridin-2-yloxy)phenyl)-1-((2-(trimethylsilyl)ethoxy)methyl)-1,5-dihydro-1,4,5,6,8-pentazaacenaphthylen-3-amine N1CCC(CC1)N1N=C(C2=CN(C=3N=CN=C1C32)COCC[Si](C)(C)C)NC3=CC=C(C=C3)OC3=NC=CC=C3